(3-(5-methyl-1H-imidazol-1-yl)propyl)-3-(benzo[c][1,2,5]thiadiazol-6-yl)-2-cyanoguanidine CC1=CN=CN1CCCNC(=NC#N)NC=1C=CC=2C(=NSN2)C1